ClC1=CC(=CN=N1)C1=CC=C(OCCOC2=NOC(=C2)C(C(=O)OC)C(C)C)C=C1 Methyl 2-(3-(2-(4-(6-chloropyridazin-4-yl)phenoxy)ethoxy)isoxazol-5-yl)-3-methylbutanoate